C1(=CC=CC=C1)PC1=CC=C(C=C1)C1=CC=CC=C1 phenyl-(4-phenylphenyl)phosphine